Cl.C(#N)CC(=O)N1C[C@@H]([C@@H](CC1)C)N(C=1C2=C(N=CN1)N(C=C2)C(=O)NCC(NC2=CC=C(C=C2)N2CCNCC2)=O)C 4-[[(3R,4R)-1-(2-cyanoacetyl)-4-methyl-3-piperidinyl]-methyl-amino]-N-[2-oxo-2-(4-piperazin-1-ylanilino)ethyl]pyrrolo[2,3-d]pyrimidine-7-carboxamide hydrochloride